N-naphthyl-4,5-epoxycyclohexane-1,2-dicarboxylic acid imide C1(=CC=CC2=CC=CC=C12)N=C(O)C1C(CC2C(C1)O2)C(=O)O